FC=1C=C(C=NC1)C1CCC2=NNC(N21)=O 5-(5-fluoropyridin-3-yl)-2,5,6,7-tetrahydro-3H-pyrrolo[2,1-c][1,2,4]triazol-3-one